N(=[N+]=[N-])CCOCCOCCOCCNC(CC1CCN(CC1)[C@H]([C@@H](C1=CC=C(C=C1)O)O)C)=O N-(2-(2-(2-(2-azidoethoxy)ethoxy)ethoxy)ethyl)-2-(1-((1R,2S)-1-hydroxy-1-(4-hydroxyphenyl)propan-2-yl)piperidin-4-yl)acetamide